BrC=1C=C(C(=NC1)C)NC(C)=O N-(5-bromo-2-methylpyridin-3-yl)acetamide